2-(4-bromophenyl)-N,N-dimethyl-ethylamine BrC1=CC=C(C=C1)CCN(C)C